ClC1=C2CCN([C@@H](C2=C(C=C1)OCC=1N=NN(C1)C)CN1C(CCC1)=O)C(=O)[C@H]1[C@](CCCC1)(C(=O)O)C (1S,2r)-2-((S)-5-chloro-8-((1-methyl-1H-1,2,3-triazol-4-yl)methoxy)-1-((2-oxopyrrolidin-1-yl)methyl)-1,2,3,4-tetrahydroisoquinoline-2-carbonyl)-1-methylcyclohexane-1-carboxylic acid